2-[(5-tert-butyl-2-methylphenyl)thio]thioxanthone C(C)(C)(C)C=1C=CC(=C(C1)SC1=CC=2C(C3=CC=CC=C3SC2C=C1)=O)C